4-(5-{1-[(3,4-difluorophenyl)methyl]-1H-1,2,3-triazol-4-yl}-2-thienyl)-6-[2-(p-fluorophenyl)ethyl]-2-isobutyl-5-(3-methyl-1,2,4-oxadiazol-5-yl)nicotinamide FC=1C=C(C=CC1F)CN1N=NC(=C1)C1=CC=C(S1)C1=C(C(=NC(=C1C(=O)N)CC(C)C)CCC1=CC=C(C=C1)F)C1=NC(=NO1)C